2,4,6-tris(4-butoxy-2-hydroxyphenyl)-1,3,5-Triazine C(CCC)OC1=CC(=C(C=C1)C1=NC(=NC(=N1)C1=C(C=C(C=C1)OCCCC)O)C1=C(C=C(C=C1)OCCCC)O)O